3-{4-[(2-{3-[(4-methanesulfonyl-phenyl)amino]prop-1-yn-1-yl}-1-(2,2,2-trifluoroethyl)-1H-indol-4-yl)amino]piperidin-1-yl}propane-1,2-diol CS(=O)(=O)C1=CC=C(C=C1)NCC#CC=1N(C2=CC=CC(=C2C1)NC1CCN(CC1)CC(CO)O)CC(F)(F)F